3-(4,5-Dimethylthiazol-2-yl)-2,5-diphenyl-tetrazolium bromid [Br-].CC=1N=C(SC1C)N1N([NH2+]C(=N1)C1=CC=CC=C1)C1=CC=CC=C1